FC1=C(C(=CC=C1)OC)C1=NC=CC2=C1CN(C2=O)C2=NC(=CC=C2)N2C[C@@H](CC2)O 4-(2-fluoro-6-methoxyphenyl)-2-(6-((R)-3-hydroxypyrrolidin-1-yl)pyridin-2-yl)-2,3-dihydro-1H-pyrrolo[3,4-c]pyridin-1-one